tert-butyl (1-hydroxy-9-(2-(2-(2-hydroxyethoxy)ethoxy)ethyl)-10-oxo-3,6,13-trioxa-9-azapentadecan-15-yl)carbamate OCCOCCOCCN(C(CCOCCNC(OC(C)(C)C)=O)=O)CCOCCOCCO